[N-]=C=O.[N-]=C=O.N(=C=O)CCCCCN=C=O 1,5-diisocyanatopentane diisocyanate